N-(1-(1-(piperidin-4-yl)ethyl)-1H-pyrazol-4-yl)-5-(pyrazin-2-yl)-1,3,4-thiadiazole-2-carboxamide 2,2,2-trifluoroacetate FC(C(=O)O)(F)F.N1CCC(CC1)C(C)N1N=CC(=C1)NC(=O)C=1SC(=NN1)C1=NC=CN=C1